COC[C@H]1N(CCC1)C(CCCCC=1N=C(N(C1)C1=CC=CC=C1)NC(C1=CC(=CC=C1)C=1C=NNC1)=O)=O (S)-N-(4-(5-(2-(methoxymethyl)pyrrolidin-1-yl)-5-oxopentyl)-1-phenyl-1H-imidazol-2-yl)-3-(1H-pyrazol-4-yl)benzamide